6-methyl-5-(trifluoromethyl)pyridin CC1=C(C=CC=N1)C(F)(F)F